2-(2,5-difluoro-3-isopropyl-6-methoxyphenyl)-2-((R)-3-((5-(5,6,7,8-tetrahydro-1,8-naphthyridin-2-yl)pentyl)oxy)pyrrolidin-1-yl)acetic acid FC1=C(C(=C(C=C1C(C)C)F)OC)C(C(=O)O)N1C[C@@H](CC1)OCCCCCC1=NC=2NCCCC2C=C1